COC1=CC(=NC(=N1)C1=CC(=C(C=C1)OC)OCCC)C1CB(OC1)O 4-(6-methoxy-2-(4-methoxy-3-propoxyphenyl)pyrimidin-4-yl)-1,2-oxaborolan-2-ol